C(#N)CCC=1C=C2C(=C(C(=NC2=C(C1C1=C(C(=CC=C1)Cl)Cl)F)C)I)N[C@H]1[C@H]2CN([C@@H]1C2)C(=O)OC(C)(C)C tert-Butyl (1R,4R,5S)-5-(((R)-6-(2-cyanoethyl)-7-(2,3-dichlorophenyl)-8-fluoro-3-iodo-2-methylquinolin-4-yl)amino)-2-azabicyclo[2.1.1]hexane-2-carboxylate